C(C)OC(\N=C\1/SC=CN1C1CCOCC1)=O (Z)-(3-(tetrahydro-2H-pyran-4-yl)thiazol-2(3H)-ylidene)carbamic acid ethyl ester